N-(4-((2-(1,1-difluoroethyl)-6-vinylpyrimidin-4-yl)amino)-5-(2-methoxyethoxy)pyridin-2-yl)acetamide FC(C)(F)C1=NC(=CC(=N1)NC1=CC(=NC=C1OCCOC)NC(C)=O)C=C